N1=CC(=CC=C1)OC=1C=C(C=O)C=CC1 3-(pyridin-3-yloxy)benzaldehyde